FC1=C(OCCCN2C3=C(N(CCC2)C(=O)C2=CC=C(C=C2)NC(=O)C=2C(=CC=CC2)C2=CC=CC=C2)C=CC=C3)C=CC=C1 N-(4-(5-(3-(2-fluorophenoxy)propyl)-2,3,4,5-tetrahydro-1H-benzo[b][1,4]diazepine-1-Carbonyl)phenyl)-[1,1'-biphenyl]-2-carboxamide